tert-Butyl ((3S,5R)-1-(2-formyl-5-nitropyridin-4-yl)-5-methylpiperidin-3-yl)carbamate C(=O)C1=NC=C(C(=C1)N1C[C@H](C[C@H](C1)C)NC(OC(C)(C)C)=O)[N+](=O)[O-]